C[C@@H]1O[C@@H](CN([C@@H]1CNC1=NC=C(C=C1)C(F)(F)F)C(=O)C1=NN(C(=C1C1=NC=C(C=C1)OC)C)C)C ((2S,3R,6R)-2,6-Dimethyl-3-(((5-(trifluoromethyl)pyridin-2-yl)amino)methyl)morpholino)(4-(5-methoxypyridin-2-yl)-1,5-dimethyl-1H-pyrazol-3-yl)methanone